N1([C@H](CCC1)C(=O)OCN1C(C(CCC1=O)N1N=NC2=C(C1=O)C(=CC=C2)N)=O)C(=O)OC(C)(C)C 2-((3-(5-amino-4-oxobenzo[d][1,2,3]triazin-3(4H)-yl)-2,6-dioxopiperidin-1-yl)methyl) 1-(tert-butyl) (2R)-pyrrolidin-1,2-dicarboxylate